2,5-diamino-1,3,4-thiadiazole NC=1SC(=NN1)N